CN(CC)CCC1CCN(CC1)C(=O)[C@H](CC(C)C)N1C([C@@H](NCC1)CC(C)C)=O (S)-1-[(S)-1-({4-[2-(N-Methyl-N-ethylamino)ethyl]-1-piperidyl}carbonyl)-3-methylbutyl]-3-isobutyl-2-piperazinone